3-bromo-1-(3-(trifluoromethyl)benzyl)-1H-pyrrole BrC1=CN(C=C1)CC1=CC(=CC=C1)C(F)(F)F